5-bromo-4-chloro-N-[4-chloro-2-methyl-6-(methylcarbamoyl)phenyl]-2-(3-chloro-2-pyridinyl)pyrazole-3-carboxamide BrC=1C(=C(N(N1)C1=NC=CC=C1Cl)C(=O)NC1=C(C=C(C=C1C(NC)=O)Cl)C)Cl